7-carboxyheptadecanoic acid C(=O)(O)C(CCCCCC(=O)O)CCCCCCCCCC